O1CCC(CC1)C1=C(C(=NC=C1)C=O)C1=NN=C(N1)C(F)(F)F (tetrahydro-2H-pyran-4-yl)-3-(5-(trifluoromethyl)-4H-1,2,4-triazol-3-yl)pyridinecarbaldehyde